((2S,4R)-4-methyl-2-phenylpiperidin-1-yl)(3-((methylsulfonyl)methylene)azetidin-1-yl)methanone C[C@H]1C[C@H](N(CC1)C(=O)N1CC(C1)=CS(=O)(=O)C)C1=CC=CC=C1